C(#N)C=1C=NN2C1C(=CC(=C2)OCC(C)(C)O)C=2C=CC(=NC2)N2CCC(CC2)NC(C2=CN=CC=C2)=O N-(1-(5-(3-cyano-6-(2-hydroxy-2-methylpropoxy)pyrazolo[1,5-a]pyridin-4-yl)pyridin-2-yl)piperidin-4-yl)nicotinamide